ClC=1C=C(C(=O)OC)C=C(C1OC)S(NC1=C(C=C(C(=C1)C=1SC2=C(C1CCCO)C=CC=C2)F)F)(=O)=O methyl 3-chloro-5-[[2,4-difluoro-5-[3-(3-hydroxypropyl)benzothiophen-2-yl]phenyl]sulfamoyl]-4-methoxybenzoate